C(C)(C)(C)C1=C(C(=C(CN2C(N(C(N(C2=O)CC2=C(C(=C(C=C2C)C(C)(C)C)O)C)=O)CC2=C(C(=C(C=C2C)C(C)(C)C)O)C)=O)C(=C1)C)C)O 1,3,5-tris(4-t-butyl-3-hydroxy-2,6-dimethylbenzyl)s-triazine-2,4,6(1H,3H,5H)-trione